1-(4-(difluoromethoxy)phenyl)-7-methoxy-3-(1-methyl-1H-benzo[d]imidazol-6-yl)-2(1H)-quinoxalinone FC(OC1=CC=C(C=C1)N1C(C(=NC2=CC=C(C=C12)OC)C=1C=CC2=C(N(C=N2)C)C1)=O)F